B([C@H](CC(C)C)NC(=O)[C@H]([C@@H](C)O)NC(=O)C1=CC=CC(=N1)C2=CC=CC=C2)(O)O The molecule is a C-terminal boronic acid peptide inhibitor which induces apoptosis in multiple myeloma, hematological and solid tumor cell lines. It has a role as a proteasome inhibitor, an apoptosis inducer and an antineoplastic agent. It is a threonine derivative, a phenylpyridine, a C-terminal boronic acid peptide and a secondary alcohol. It derives from a L-threonine.